C1OCC12CCN(CC2)[C@H]2[C@@H](CCC2)OC=2C=C1CN(C(C1=CC2)=O)C2C(NC(CC2)=O)=O 3-(5-(((1R,2R)-2-(2-oxa-7-azaspiro[3.5]nonan-7-yl)cyclopentyl)oxy)-1-oxoisoindolin-2-yl)piperidine-2,6-dione